((1r,3r)-3-hydroxycyclobutyl)-2-methyl-1,7-dioxo-1,2,6,7-tetrahydropyrido[3,4-d]Pyridazin-4-yl 2,4,6-triisopropylbenzenesulfonate C(C)(C)C1=C(C(=CC(=C1)C(C)C)C(C)C)S(=O)(=O)OC1=NN(C(C=2C1=C(NC(C2)=O)C2CC(C2)O)=O)C